C([C@@H]1[C@@]2([C@H]([C@@H](O1)N3[C@@H]2NC4=C3N=C(NC4=O)N)O)O)OP(=O)([O-])OP(=O)([O-])OP(=O)([O-])[O-] The molecule is an organophosphate oxoanion obtained by deprotonation of the triphosphate OH groups of (8S)-3',8-cyclo-7,8-dihydroguanosine 5'-triphosphate; major species at pH 7.3. It is a conjugate base of an (8S)-3',8-cyclo-7,8-dihydroguanosine 5'-triphosphate.